CN(C1=CC=C(N=N1)C=1C=C2CC3=C(NN=C3)C2=CC1O)C1CC(NC(C1)(C)C)(C)C 6-(6-(methyl(2,2,6,6-tetramethylpiperidin-4-yl)amino)pyridazin-3-yl)-1,4-dihydroindeno[1,2-c]pyrazol-7-ol